ClC=1C=C(C=CC1Cl)C(C1=NN=C(O1)C1CN(CC12CN(C2)C(=O)OC(C)(C)C)C(=O)OC(C)(C)C)(F)F di-tert-butyl 8-(5-((3,4-dichlorophenyl)difluoromethyl)-1,3,4-oxadiazol-2-yl)-2,6-diazaspiro[3.4]octane-2,6-dicarboxylate